FC1(CC(C1)CN1C=C(C=2C1=NC=C(C2)C=2C(=NOC2C)C)C2=C(C=C(C(=O)O)C=C2)OC(F)(F)F)F 4-(1-((3,3-difluorocyclobutyl)methyl)-5-(3,5-dimethylisoxazol-4-yl)-1H-pyrrolo[2,3-b]pyridin-3-yl)-3-(trifluoromethoxy)benzoic acid